ClC1=CC=CC(=N1)OCC1=C(C=C(C=C1)C#N)CC(CCC1=C(C=CC(=C1)B1OC(C(O1)(C)C)(C)C)CC(=O)[O-])O 2-[(4-[2-[(6-chloro-2-pyridyl)oxymethyl]-5-cyano-phenyl]-3-hydroxy-butyl)-4-(4,4,5,5-tetramethyl-1,3,2-dioxaborolan-2-yl)phenyl]acetate